OC1=C(SC(=C1[N+](=O)[O-])C(=O)OC)C(=O)OC dimethyl 3-hydroxy-4-nitrothiophene-2,5-dicarboxylate